[I-].C[N+]1(CCCCC1)C 1,1-DIMETHYLPIPERIDIN-1-IUM IODIDE